3-chloro-5-[2-(4-{[4-(3-methylsulfonyl-propanesulfonyl)phenoxy]methyl}-2-methylpyrrolidin-1-yl)ethyl]benzonitrile ClC=1C=C(C#N)C=C(C1)CCN1C(CC(C1)COC1=CC=C(C=C1)S(=O)(=O)CCCS(=O)(=O)C)C